Tert-butyl (3-exo)-3-(methyl (4-((5-methyl-1H-pyrazol-3-yl) amino) thieno[2,3-d]pyrimidin-2-yl) amino)-8-azabicyclo[3.2.1]octane-8-carboxylate CN(C1CC2CCC(C1)N2C(=O)OC(C)(C)C)C=2N=C(C1=C(N2)SC=C1)NC1=NNC(=C1)C